OC[C@H]1COC=2C(=C3CN(C(C3=CC2)=O)[C@@H]2C(NC(CC2)=O)=O)O1 (S)-3-((S)-2-(hydroxymethyl)-7-oxo-2,3,7,9-tetrahydro-8H-[1,4]dioxino[2,3-e]isoindol-8-yl)piperidine-2,6-dione